3-amino-N-(5-chloro-4-(4,5,6,7-tetrahydropyrazolo[1,5-a]pyridin-3-yl)pyridin-2-yl)cyclohexanecarboxamide NC1CC(CCC1)C(=O)NC1=NC=C(C(=C1)C=1C=NN2C1CCCC2)Cl